(2S,5R)-1-tert-butoxycarbonyl-2,5-dimethylpiperazine C(C)(C)(C)OC(=O)N1[C@H](CN[C@@H](C1)C)C